sodium tartrate disuccinate C(CCC(=O)O)(=O)[O-].C(CCC(=O)O)(=O)O.C(=O)(O)C(O)C(O)C(=O)O.[Na+]